N-(1-(3-(imidazo[1,2-a]pyridin-2-yl)benzoyl)piperidin-4-yl)-2-(anilino)pyridine N=1C(=CN2C1C=CC=C2)C=2C=C(C(=O)N1CCC(CC1)N1C(C=CC=C1)NC1=CC=CC=C1)C=CC2